(2,6-difluoro-4-(phenylethynyl)phenyl)-5'-(1-methyl-1H-pyrazol-3-yl)spiro[cyclopropane-1,3'-imidazo[1,2-a]imidazole]-2'(1'H)-one FC1=C(C(=CC(=C1)C#CC1=CC=CC=C1)F)N1C=2N(C3(C1=O)CC3)C(=CN2)C2=NN(C=C2)C